2-chloro-6-cyclopropyl-4-(3-methoxy-1-(4-methyl-4H-1,2,4-triazol-3-yl)cyclobutyl)pyridine ClC1=NC(=CC(=C1)C1(CC(C1)OC)C1=NN=CN1C)C1CC1